N-methyl-5-((1R,6S)-5-((6-oxo-7-(trifluoromethyl)-5,6-dihydro-1,5-naphthyridin-3-yl)methyl)-2,5-diazabicyclo[4.2.0]oct-2-yl)picolinamide CNC(C1=NC=C(C=C1)N1[C@@H]2CC[C@@H]2N(CC1)CC=1C=NC=2C=C(C(NC2C1)=O)C(F)(F)F)=O